8-(4-chloro-2-(2,2,2-trifluoroethyl)phenyl)-9-(4-((1-(3-fluoropropyl)azetidin-3-yl)methyl)phenyl)-6,7-dihydro-5H-benzo[7]annulene-3-carboxylic acid ClC1=CC(=C(C=C1)C=1CCCC2=C(C1C1=CC=C(C=C1)CC1CN(C1)CCCF)C=CC(=C2)C(=O)O)CC(F)(F)F